2-HYDROXY-5-(TRIFLUOROMETHYL)PYRIDINE-4-BORONIC ACID OC1=NC=C(C(=C1)B(O)O)C(F)(F)F